dimethyl-1-xylene CC=1C(C(C=CC1)(C)C)C